((4-(bromomethyl)phenyl)amino)-2-((tert-butylcarbonyl)amino)-4-methyl-1-oxopentane BrCC1=CC=C(C=C1)NC(C(CC(C)C)NC(=O)C(C)(C)C)=O